ClC1=C(C=CC(=C1)Cl)C=1C=C(NC1)C(=O)NC1CCCCCCC1 4-(2,4-dichlorophenyl)-N-cyclooctyl-1H-pyrrole-2-carboxamide